benzyl-difluoromethyl-sulfur C(C1=CC=CC=C1)SC(F)F